C(C)[Si](O)(O)C1=CC=CC=C1 ethylphenylsilanediol